C(CCCCCCCCCCC)OOP(O)(O)=O lauryl-hydroxyphosphoric acid